C(#N)N1[C@@H]([C@H](CC1)CNC(=O)C1=NN(C=N1)C1=CC(=CC=C1)C#N)C N-(((2R,3R)-1-Cyano-2-methylpyrrolidin-3-yl)methyl)-1-(3-cyanophenyl)-1H-1,2,4-triazol-3-carboxamid